(E)-1-(4-(1H-imidazole-4-carbonyl)piperazin-1-yl)-3-(4-bromophenyl)prop-2-en-1-one N1C=NC(=C1)C(=O)N1CCN(CC1)C(\C=C\C1=CC=C(C=C1)Br)=O